NCC=1C=NC(=NC1)C1=C(C=C(C#N)C=C1)OC=1C=NN(C1C)CC(C)C 4-[5-(aminomethyl)pyrimidin-2-yl]-3-[5-methyl-1-(2-methylpropyl)pyrazol-4-yl]oxybenzonitrile